ferrocene chloride Palladium [Pd+2].[Cl-].[CH-]1C=CC=C1.[CH-]1C=CC=C1.[Fe+2].[Cl-]